FC=1C=C(C=CC1)C=1NC2=CC=CC=C2C1CC1=C(NC2=CC=CC=C12)C1=CC(=CC=C1)F Bis(2-(3-fluorophenyl)-1H-indol-3-yl)methane